6-((1S,2S)-2-(6-(2,4-dimethoxypyrimidin-5-yl)imidazo[1,2-b]pyridazin-8-yl)cyclopropyl)benzo[d]thiazole COC1=NC=C(C(=N1)OC)C=1C=C(C=2N(N1)C=CN2)[C@@H]2[C@H](C2)C2=CC1=C(N=CS1)C=C2